COCCCNC1C2=C(N(S(C3=C1C=CC=C3)(=O)=O)C)C=CC=C2 11-((3-methoxypropyl)amino)-6-methyl-6,11-dihydrodibenzo[c,f][1,2]thiazepine 5,5-dioxide